COC(C1=CC=C(C=C1)OC#N)=O 4-Cyanatobenzoic acid methyl ester